ClC=1C=C(C=NC1)N1C=C(C=2C(C(CCC12)(F)F)O)C(F)(F)F 1-(5-chloropyridin-3-yl)-5,5-difluoro-3-(trifluoromethyl)-4,5,6,7-tetrahydro-1H-indol-4-ol